ClC=1C(=NC=C(C1CC(=O)N1[C@H](C2=CC=CC(=C2CC1)[C@](CF)(C)O)C)Cl)CO 2-[3,5-dichloro-2-(hydroxymethyl)-4-pyridyl]-1-[(1S)-5-[(1S)-2-fluoro-1-hydroxy-1-methyl-ethyl]-1-methyl-3,4-dihydro-1H-isoquinolin-2-yl]ethanone